D-glucosyl-(glucose) C1([C@H](O)[C@@H](O)[C@H](O)[C@H](O1)CO)C(=O)[C@H](O)[C@@H](O)[C@H](O)[C@H](O)CO